C(=O)=C1CCCC12CCN(CC2)C(=O)OC(C)(C)C tert-butyl 1-carbonyl-8-azaspiro[4.5]decane-8-carboxylate